C(C)(C)C1COC1 3-isopropyloxetan